ClC1=C2C=NN(C2=CC(=C1N)F)C1OCCCC1 4-chloro-6-fluoro-1-(tetrahydro-2H-pyran-2-yl)-1H-indazol-5-amine